ClC=1C(=C(C=CC1)NC1=CC=CC=C1)Cl dichloro-diphenyl-amine